2-(2,6-Dioxopiperidin-3-yl)-4-((4-iodobutyl)amino)isoindoline-1,3-dione O=C1NC(CCC1N1C(C2=CC=CC(=C2C1=O)NCCCCI)=O)=O